acetamidine, hydrochloride salt Cl.C(C)(=N)N